N[C@@H]1C2=CC=CC=C2CC12CCN(CC2)C=2N=CC(=NC2CO)C#CCCC(=O)C2=CC=CC=C2 (S)-5-(5-(1-Amino-1,3-dihydrospiro[indene-2,4'-piperidin]-1'-yl)-6-(hydroxymethyl)pyrazine-2-yl)-1-phenylpent-4-yn-1-one